C1(=CC=CC=2SC3=C(C21)C=CC=C3)C3=C(C=CC=C3)C3=CC=CC=C3 (dibenzothiophenyl)biphenyl